6-(2-hydroxy-2-(3'-(trifluoromethyl)-[1,1'-biphenyl]-3-yl)acetyl)-2-(1-phenylcyclopropyl)-3,5,6,7,8,9-hexahydro-4H-pyrimido[5,4-c]azepin-4-one OC(C(=O)N1CC2=C(CCC1)N=C(NC2=O)C2(CC2)C2=CC=CC=C2)C=2C=C(C=CC2)C2=CC(=CC=C2)C(F)(F)F